ClC1=CC=C(C=C1)C1=NSC(=N1)N(C1=C(N=C2N1C=C(C=C2)N2CCN(CC2)C(=O)OC(C)(C)C)CC)C tert-butyl 4-(3-((3-(4-chlorophenyl)-1,2,4-thiadiazol-5-yl)(methyl)amino)-2-ethylimidazo[1,2-a]pyridin-6-yl)piperazine-1-carboxylate